N-(2-Bromophenyl)-3,4-dimethoxythiobenzamide BrC1=C(C=CC=C1)NC(C1=CC(=C(C=C1)OC)OC)=S